tert-butyl ((1-(5-(5-((3-chloro-4-fluorophenyl)carbamoyl)-1-methyl-1H-imidazol-4-yl)-2-hydroxyoctahydropentalen-2-yl)cyclopropyl)sulfonyl)carbamate ClC=1C=C(C=CC1F)NC(=O)C1=C(N=CN1C)C1CC2CC(CC2C1)(O)C1(CC1)S(=O)(=O)NC(OC(C)(C)C)=O